OCCC12CCCCN2C(C2=C1SC(=C2)C2=NC(=NC=C2C(F)(F)F)NC2CCN(CC2)S(=O)(=O)C)=O 9a-(2-Hydroxyethyl)-2-(2-((1-(methylsulfonyl)piperidin-4-yl)amino)-5-(trifluoromethyl)pyrimidin-4-yl)-7,8,9,9a-tetrahydrothieno[2,3-a]indolizin-4(6H)-one